5-methyl-4-[3-(6-methyl-3-pyridyl)-7,8-dihydro-5H-1,6-naphthyridin-6-yl]thieno[2,3-d]pyrimidine CC1=CSC=2N=CN=C(C21)N2CC=1C=C(C=NC1CC2)C=2C=NC(=CC2)C